1-(4-bromo-2-fluorophenyl)cyclopropane-1-carboxylic acid BrC1=CC(=C(C=C1)C1(CC1)C(=O)O)F